3-chloro-4-(3-((dimethylamino)methyl)-3-ethylpyrrolidin-1-yl)-2,6-difluoro-N-(6-fluoropyridin-2-yl)benzenesulfonamide ClC=1C(=C(C(=CC1N1CC(CC1)(CC)CN(C)C)F)S(=O)(=O)NC1=NC(=CC=C1)F)F